7-iso-hexyl-1,4-dimethylazulene C(CCC(C)C)C1=CC=C(C2=CC=C(C2=C1)C)C